(3S,4R)-4-(3-(2-hydroxy-6-methyl-4-(trifluoromethyl)phenyl)-5,6-dihydro-7H-pyrrolo[2,3-c]pyridazin-7-yl)tetrahydrofuran-3-ol OC1=C(C(=CC(=C1)C(F)(F)F)C)C1=CC2=C(N=N1)N(CC2)[C@H]2[C@@H](COC2)O